2-{3-(dibenzothiophen-4-yl)-5-(1,1'-biphenyl-4-yl)-phenyl}-4,6-diphenyl-1,3,5-triazine C1=CC=C(C=2SC3=C(C21)C=CC=C3)C=3C=C(C=C(C3)C3=CC=C(C=C3)C3=CC=CC=C3)C3=NC(=NC(=N3)C3=CC=CC=C3)C3=CC=CC=C3